OCC[SiH](CCCN)CCO bis(2-hydroxyethyl)-3-aminopropylsilane